O=C1NC2=CC(=CC=C2C=C1C(=O)N)C1CCOCC1 2-oxo-7-(tetrahydro-2H-pyran-4-yl)-1,2-dihydroquinoline-3-carboxamide